methyl 5-(3-(hydroxymethyl)bicyclo[3.2.0]heptan-6-yl)-2-methoxybenzoate OCC1CC2CC(C2C1)C=1C=CC(=C(C(=O)OC)C1)OC